chloro-1'-(6-cyclobutyl-2-(1,1-difluoroethyl)pyrimidin-4-yl)-1',2'-dihydrospiro[cyclopropane-1,3'-pyrrolo[3,2-c]pyridine] ClC1C2(C=3C=NC=CC3N1C1=NC(=NC(=C1)C1CCC1)C(C)(F)F)CC2